O[C@H](COC=1C=C(C=CC1)S(=O)(=O)NCCC)CNC1COC2(C1)CCN(CC2)S(=O)(=O)C2=CC1=CC=CC=C1C=C2 3-((2S)-2-hydroxy-3-(8-(naphthalen-2-ylsulfonyl)-1-oxa-8-azaspiro[4.5]decan-3-ylamino)propoxy)-N-propylbenzenesulfonamide